ClC1=CC=C(C=C1)NC(=O)NC1=CC(=C(C=C1)Cl)Cl N-(4-chlorophenyl)-N'-(3,4-dichlorophenyl)urea